(1aS,7bR)-5-[(1-{(2R)-2-amino-3-[(2-hydroxyethyl)amino]-2-methyl-3-oxopropyl}azetidin-3-yl)oxy]-2-hydroxy-1,1a,2,7b-tetrahydrocyclopropa[c][1,2]benzoxaborinine-4-carboxylic acid N[C@](CN1CC(C1)OC1=C(C2=C([C@H]3[C@@H](B(O2)O)C3)C=C1)C(=O)O)(C(=O)NCCO)C